N1=CC(=C2N1C=CC=C2)CCNC(OC(C)(C)C)=O Tert-butyl (2-(pyrazolo[1,5-a]pyridin-3-yl)ethyl)carbamate